1-(3-(6-chloro-3-(1H-imidazol-1-yl)-5-methoxy-1-methyl-1H-pyrrolo[3,2-b]pyridin-2-yl)-1H-1,2,4-triazol-5-yl)-2,2-difluoroethan-1-ol ClC=1C=C2C(=NC1OC)C(=C(N2C)C2=NNC(=N2)C(C(F)F)O)N2C=NC=C2